4-((S)-2-(4-chloro-2-fluorophenyl)-2-methylbenzo[d][1,3]dioxol-4-yl)-1-((1-(((S)-oxetan-2-yl)methyl)-5-(1H-tetrazol-5-yl)-4-(trifluoromethyl)-1H-imidazol-2-yl)methyl)piperidine ClC1=CC(=C(C=C1)[C@@]1(OC2=C(O1)C=CC=C2C2CCN(CC2)CC=2N(C(=C(N2)C(F)(F)F)C2=NN=NN2)C[C@H]2OCC2)C)F